Cl.C(CCC)C=1OC2=C(C1C(C1=CC=C(C=C1)OCCCN(CCCC)CCCC)=O)C=C(C=C2)NS(=O)(=O)C N-{2-butyl-3-[4-(3-dibutylaminopropoxy)benzoyl]benzofuran-5-yl}methanesulfonamide hydrochloride